FC1=C(C=CC(=C1)C)C1CC=NN1C(=O)C12CC(C1)(C2)COC2=NC=C(C#N)C=C2 6-((3-(5-(2-fluoro-4-methyl-phenyl)-4,5-dihydro-1H-pyrazole-1-carbonyl)bicyclo-[1.1.1]pentan-1-yl)methoxy)-nicotinonitrile